C(C)(C)(C)OC(=O)N(C(OC(C)(C)C)=O)C=1C2=C(N=CN1)C=CC(=N2)N2CC(CCC2)C2=NOC(=C2)[C@]2(C(N(CC2)C)=O)O tertbutyl (tert-butoxycarbonyl)(6-(3-(5-((R)-3-hydroxy-1-methyl-2-oxopyrrolidin-3-yl)isoxazol-3-yl)piperidin-1-yl)pyrido[3,2-d]pyrimidin-4-yl)carbamate